(Z)-1-(dec-1-en-7-yn-1-yl)-4-methoxybenzene C(=C/CCCCC#CCC)/C1=CC=C(C=C1)OC